2,4,6-PYRIDINETRICARBOXALDEHYDE N1=C(C=C(C=C1C=O)C=O)C=O